C1(CC1)C1=CC(=NN1)NC1=NC(=NC=C1)N[C@@H]1[C@@H](CNCC1)F N4-(5-Cyclopropyl-1H-pyrazol-3-yl)-N2-[(3R,4S)-3-fluoro-4-piperidyl]pyrimidine-2,4-diamine